C(/C1=CC=CC=C1)=C/1\COCC1C=C (E)-3-benzylidene-4-vinyltetrahydrofuran